FC=1C=C2C(C(=CN3C2=C(C1F)OCC3C)CN([C@@H]3CN(CCC3)C=3C=NC(=CC3)[N+](=O)[O-])CC3=CC(=NC=C3)OC)=O 9,10-difluoro-6-((((2-methoxypyridin-4-yl)methyl)((S)-1-(6-nitropyridin-3-yl)piperidin-3-yl)amino)methyl)-3-methyl-2H-[1,4]oxazino[2,3,4-ij]quinolin-7(3H)-one